naphthalenesulfonic acid calcium salt [Ca+2].C1(=CC=CC2=CC=CC=C12)S(=O)(=O)[O-].C1(=CC=CC2=CC=CC=C12)S(=O)(=O)[O-]